pentylene glycol monooleate C(CCCCCCC\C=C/CCCCCCCC)(=O)OCCCCCO